ClC=1C(=NC2=C3N=CC=CC3=CC=C2C1)C(CC)=O chloro-2-propionyl-1,10-phenanthroline